C1(CC=CC=C1)\C=C\C(=O)C1=CC=CC=C1 dihydro-chalcone